C(CCCCCCCCCCC)(=O)NCCO N-lauroyl-ethanolamine